3-methyl-1H-1,2,4-triazol-5-amine CC1=NNC(=N1)N